N-(2-(4-methylpiperazin-1-yl)-5-(4-((3-morpholinopropyl)carbamoyl)-1H-1,2,3-triazol-1-yl)phenyl)-2-(methylthio)-4-(trifluoromethyl)pyrimidine-5-carboxamide CN1CCN(CC1)C1=C(C=C(C=C1)N1N=NC(=C1)C(NCCCN1CCOCC1)=O)NC(=O)C=1C(=NC(=NC1)SC)C(F)(F)F